ClC=1C=C(C=NC1OC)CN1N=C2N([C@@H](CCC2)C(=O)N2CC(CC2)(F)F)C1=O (5S)-2-[(5-Chloro-6-methoxypyridin-3-yl)methyl]-5-[(3,3-difluoropyrrolidin-1-yl)carbonyl]-5,6,7,8-tetrahydro[1,2,4]triazolo[4,3-a]pyridin-3(2H)-one